2,2,2-trifluoroethyl 1-(1-{4-chloro-4'-[4-(2,2,2-trifluoroethyl)piperazin-1-yl] [biphenyl]-2-yl}piperidin-3-yl)-5-(trifluoromethyl)-1H-pyrazole-4-carboxylate ClC1=CC(=C(C=C1)C1=CC=C(C=C1)N1CCN(CC1)CC(F)(F)F)N1CC(CCC1)N1N=CC(=C1C(F)(F)F)C(=O)OCC(F)(F)F